dimethoxy-4,6'-diaminobiphenyl COC=1C(=C(C=CC1N)C1=CC=CC=C1N)OC